FCCOC1=NC=CC(=N1)C1=CC=2C=NC(=CC2N1)NC(=O)C=1C=NN(C1)C(C)C N-(2-(2-(2-fluoroethoxy)pyrimidin-4-yl)-1H-pyrrolo[3,2-c]pyridin-6-yl)-1-isopropyl-1H-pyrazole-4-carboxamide